C(C)(C)NC(C1=CN=CC=C1)=O N-isopropyl-nicotinamide